C(C1=CC=C(C(=O)O)C=C1)(=O)O.ClC1=CC(=C(C=N1)NC(=O)C1(CN(C1)C=C(C(C=O)=O)OCC)C1=C(C=CC=C1)C(C)C)OC N-(6-chloro-4-methoxypyridin-3-yl)-1-(2-ethoxy-3,4-dioxobut-1-en-1-yl)-3-(2-isopropylphenyl)azetidine-3-carboxamide terephthalate